(3S,8aR*)-7-[3-Chloro-2-fluoro-6-(tetrazol-1-yl)phenyl]-N-[3-fluoro-4-(5-oxo-2H-1,2,4-oxadiazol-3-yl)phenyl]-5-oxo-2,3,8,8a-tetrahydro-1H-indolizine-3-carboxamide ClC=1C(=C(C(=CC1)N1N=NN=C1)C1=CC(N2[C@@H](CC[C@@H]2C1)C(=O)NC1=CC(=C(C=C1)C=1NOC(N1)=O)F)=O)F |o1:19|